(R)-2-amino-7-hydroxyheptanoic acid N[C@@H](C(=O)O)CCCCCO